methyl-2-(4-bromo-2,6-difluorophenyl)acetic acid CC(C(=O)O)C1=C(C=C(C=C1F)Br)F